FC(OC1=CC=C(C=C1)C=1OC(=CN1)CNN1C(C2=CC=CC=C2C1=O)=O)(F)F (((2-(4-(Trifluoromethoxy)phenyl)oxazole-5-yl)methyl)amino)isoindoline-1,3-dione